(E)-4-(3-(4-chlorophenyl)-1-methyl-1H-pyrazol-4-yl)-3-(5-ethyl-7-(trifluoromethyl)-[1,2,4]triazolo[1,5-a]pyrimidin-2-yl)but-3-enoic acid ClC1=CC=C(C=C1)C1=NN(C=C1/C=C(\CC(=O)O)/C1=NN2C(N=C(C=C2C(F)(F)F)CC)=N1)C